FC=1C(=C(C=CC1F)C1CCN(CC1)C(=O)C1=NNC2=C1CN(CC2)C(=O)NC)C(F)(F)F 3-(4-(3,4-difluoro-2-(trifluoromethyl)phenyl)piperidine-1-carbonyl)-N-methyl-1,4,6,7-tetrahydro-5H-pyrazolo[4,3-c]pyridine-5-carboxamide